C(C(=C)C)(=O)OC(COC1=CC=C(C=C1)C(C)(C)C1=CC=C(C=C1)OCC(C)OC(C(=C)C)=O)C 2,2-Bis[4-(2-methacryloxypropoxy)phenyl]propan